CCCCC/C=C/CCCCCC/C=C/C=C/CCC(=O)O 14-eicosatrienoic acid